4-phenyl-7-(6-(2,2,2-trifluoroethoxy)pyridin-3-yl)-3,4-dihydro-1H-benzo[4,5]imidazo[2,1-c][1,4]oxazine C1(=CC=CC=C1)C1N2C(COC1)=NC1=C2C=C(C=C1)C=1C=NC(=CC1)OCC(F)(F)F